CC1=NC=C(C(=C1)C1=CC=2N(C=C1)N=C(C2)N)OC2C[C@H]1COC[C@@H](C2)N1C 5-(2-methyl-5-(((1R,5S,7s)-9-methyl-3-oxa-9-azabicyclo[3.3.1]nonan-7-yl)oxy)pyridin-4-yl)pyrazolo[1,5-a]pyridin-2-amine